ClC=1C=C(COC(=O)N[C@H](C(=O)N[C@H](C(=O)O)C[C@@H]2C(NC3(C2)CCCCC3)=O)CC3CCCCC3)C=CC1 (S)-2-((S)-2-((((3-chlorobenzyl)oxy)carbonyl)amino)-3-cyclohexylpropanamido)-3-((S)-2-oxo-1-azaspiro[4.5]decan-3-yl)propanoic acid